(S)-4-((2-((6-methylpyridin-3-yl)oxy)ethyl)(4-(5,6,7,8-tetrahydro-1,8-naphthyridin-2-yl)butyl)amino)-2-((6-phenylpyrimidin-4-yl)amino)butanoic acid CC1=CC=C(C=N1)OCCN(CC[C@@H](C(=O)O)NC1=NC=NC(=C1)C1=CC=CC=C1)CCCCC1=NC=2NCCCC2C=C1